(diphenylphosphoryl)-1-phenylethan-1-one C1(=CC=CC=C1)P(=O)(C1=CC=CC=C1)CC(=O)C1=CC=CC=C1